ClC1=C(C(=NN=N1)C(=O)O)Cl Dichlorotriazinoic acid